N-[(1R)-5-chloroindan-1-yl]-4-(cyclopropylsulfonylamino)benzamide 2-methoxy-4-[2,3-bis(hydroxymethyl)-4-(4-hydroxy-3-methoxyphenyl)butyl]phenolate COC1=C(C=CC(=C1)CC(C(CC1=CC(=C(C=C1)O)OC)CO)CO)[O-].ClC=1C=C2CC[C@H](C2=CC1)NC(C1=CC=C(C=C1)NS(=O)(=O)C1CC1)=O